FC1=C(OC2=C(C=CC=C2)CC(=O)O)C=CC=C1 (2-(2-Fluorophenoxy)phenyl)acetic acid